FC=1C=2C3=C(C(N(C3=CC1)C=1C=C(C#N)C=C(C1)C1(CC(C1)C)C1=NN=CN1C)=C=O)C=C(C2)CN2C[C@H](CCC2)C (S)-3-(6-fluoro-4-((3-methylpiperidin-1-yl)methyl)-2-carbonylbenzo[cd]indol-1(2H)-yl)-5-(3-methyl-1-(4-methyl-4H-1,2,4-triazol-3-yl)cyclobutyl)benzonitrile